F[C@H]1CN(CC1)CC#N (R)-2-(3-fluoropyrrolidin-1-yl)acetonitrile